5-[2-(3,5-dimethyl-1H-pyrazol-4-yl)-ethyl]-2-methyl-3-phenyl-1H-pyrazolo[1,5-a]-pyrimidin-7-one CC1=NNC(=C1CCC=1N=C2N(C(C1)=O)NC(=C2C2=CC=CC=C2)C)C